COCC(=O)NC(=O)C1=NN(C=C1C1=C(C=CC=C1)C)C=1C=NC=CC1 N-(2-methoxyacetyl)-1-(pyridin-3-yl)-4-(2-methylphenyl)-1H-pyrazole-3-carboxamide